8-(1-Cyclopropyl-1H-indol-4-yl)-6-fluoro-1,4,4-trimethyl-5H-[1,2,4]triazolo[4,3-a]quinoxaline C1(CC1)N1C=CC2=C(C=CC=C12)C1=CC(=C2NC(C=3N(C2=C1)C(=NN3)C)(C)C)F